O1CCN(CC1)CC(=O)NC[C@H]1NC([C@H](SCC1)C1=CC=C(C=C1)OC1=CC=CC=C1)=O 2-morpholino-N-[[(2R,5S)-3-oxo-2-(4-phenoxyphenyl)-1,4-thiazepan-5-yl]methyl]acetamide